CNC(C1=CC(=C(C=C1)OCC1=CC(=CC=C1)C(F)(F)F)[N+](=O)[O-])=O N-methyl-3-nitro-4-(3-(trifluoromethyl)benzyloxy)benzamide